(3-bromophenyl)-5-methyl-4-(methylthio)-1-toluenesulfonyl-2,3-dihydro-1H-pyrrol-3-ol BrC=1C=C(C=CC1)C1N(C(=C(C1O)SC)C)S(=O)(=O)CC1=CC=CC=C1